methyl 4-((S)-1-((R)-1-(3-bromo-4-methoxybenzyl)pyrrolidine-2-carboxamido)ethyl)benzoate BrC=1C=C(CN2[C@H](CCC2)C(=O)N[C@@H](C)C2=CC=C(C(=O)OC)C=C2)C=CC1OC